3-iodo-5-(trifluoromethyl)-1H-pyrazolo[4,3-d]pyrimidin-7-ol IC1=NNC2=C1N=C(N=C2O)C(F)(F)F